O1N[C@H](CC1)C=1C=C(C(=O)OC2CCCCC2)C=CC1 cyclohexyl (R)-3-(isooxazolidin-3-yl)benzoate